5-(cyclohexylethynyl)-2-isopropyl-1,3-benzenediol C1(CCCCC1)C#CC=1C=C(C(=C(C1)O)C(C)C)O